5-(1,2-dimethyl-1H-imidazol-4-yl)-2-(6-(methyl(2,2,6,6-tetramethylpiperidin-4-yl)amino)pyridazin-3-yl)phenol CN1C(=NC(=C1)C=1C=CC(=C(C1)O)C=1N=NC(=CC1)N(C1CC(NC(C1)(C)C)(C)C)C)C